C(C1=CC=CC=C1)OC1=C(C(=NC(=C1)[C@@H]1O[C@]([C@H]([C@H]1C1=C(C(=C(C=C1)F)F)OC)C)(C(F)(F)F)C)C)[C@@H](C)O |o1:14,16,17,18,36| rel-(R)-1-(4-(benzyloxy)-6-((2R*,3S*,4S*,5R*)-3-(3,4-difluoro-2-methoxyphenyl)-4,5-dimethyl-5-(trifluoromethyl)tetrahydrofuran-2-yl)-2-methylpyridin-3-yl)ethan-1-ol